N[C@H](C(=O)NC=1SC=C(N1)C1=CC(=CC=C1)C1=CC=NC=C1)CCS(=O)(=O)C (2S)-2-amino-4-methylsulfonyl-N-[4-[3-(4-pyridinyl)phenyl]thiazol-2-yl]butanamide